4-(pyridyloxy)cyclohexanone N1=C(C=CC=C1)OC1CCC(CC1)=O